ClC1=C2C(=NC(=C1)C1CC1)C(=CS2)C(=O)OC methyl 7-chloro-5-cyclopropylthieno[3,2-b]pyridine-3-carboxylate